ClC1=CC=C(C=C1)NNC(=O)C=1C=NC=CC1 N'-(4-chlorophenyl)-3-pyridineformylhydrazine